ClC1=CC(=C(C=C1)O)F 4-chloro-2-fluoro-phenol